propyleneglycol monovinyl ether C(=C)OCC(C)O